C(C)(=O)C1=CC(=C(C=C1)CC(=O)OCC)OCC=1C=C(C2=C(C=C(O2)F)C1)C1=C(C(=CC=C1)CNS(=O)C(C)(C)C)F ethyl 2-(4-acetyl-2-((7-(3-((1,1-dimethylethylsulfinamido)methyl)-2-fluorophenyl)-2-fluorobenzofuran-5-yl)methoxy)phenyl)acetate